4,6-bis(3,6-di-tert-butyl-9H-carbazol-9-yl)isophthalic acid C(C)(C)(C)C=1C=CC=2N(C3=CC=C(C=C3C2C1)C(C)(C)C)C1=C(C=C(C(=O)O)C(=C1)N1C2=CC=C(C=C2C=2C=C(C=CC12)C(C)(C)C)C(C)(C)C)C(=O)O